2-chloro-8-fluoroquinoline-6-carbaldehyde ClC1=NC2=C(C=C(C=C2C=C1)C=O)F